ClC=1C=C2C3=C(N(C2=C(C1)C1=NN(C=C1)CCN1N=CC=C1)CC)C(=NC=C3)C 6-Chloro-9-ethyl-1-methyl-8-[1-(2-pyrazol-1-yl-ethyl)-1H-pyrazol-3-yl]-9H-pyrido(3,4-b)indole